(2R)-2-([[1-(diphenylmethyl)azetidin-3-yl]oxy]methyl)-3-methylbutanoic acid C1(=CC=CC=C1)C(N1CC(C1)OC[C@H](C(=O)O)C(C)C)C1=CC=CC=C1